ClC=1C(=NC(=NC1)N[C@H](CO)C)C1=CC=C2CN(C(C2=C1)=O)CC(=O)N[C@H]([C@H](C)O)C1=CC=CC=C1 2-[6-(5-chloro-2-{[(2S)-1-hydroxypropan-2-yl]amino}pyrimidin-4-yl)-1-oxo-2,3-dihydro-1H-isoindol-2-yl]-N-[(1S,2S)-2-hydroxy-1-phenylpropyl]-acetamide